4-bromo-5-methyl-1,3-thiazol-2-amine BrC=1N=C(SC1C)N